1,12-dodecanediol di(methyl)acrylate CC(=CC(=O)OCCCCCCCCCCCCO)C